COC(=O)[C@H]1N(CC(C1)=C(F)F)C(=O)OC(C)(C)C (S)-4-(difluoromethylene)pyrrolidine-1,2-dicarboxylic acid 1-(tert-butyl) ester 2-methyl ester